S1C=C(C2=C1C=CC=C2)C[C@@H](CNC(=O)NCCC2=CC(=CC=C2)OC)N(C)C (S)-1-(3-(benzothien-3-yl)-2-(dimethylamino)propyl)-3-(3-methoxyphenylethyl)urea